tert-butyl-4-(((3R,4R)-3-(4-cyanophenyl)piperidin-4-yl)methyl)-5,7-dimethyl-1H-indole C(C)(C)(C)N1C=CC2=C(C(=CC(=C12)C)C)C[C@H]1[C@@H](CNCC1)C1=CC=C(C=C1)C#N